C(C)(C)(C)C1=NC(=NO1)C(=O)NCC1=C(C=C(C(=C1)F)C=1C=2N(C=C(N1)C=1C=NN(C1)C)N=CC2)F (tert-butyl)-N-(2,5-difluoro-4-(6-(1-methyl-1H-pyrazol-4-yl)pyrazolo[1,5-a]pyrazin-4-yl)benzyl)-1,2,4-oxadiazole-3-carboxamide